ClC1=C(C=C(C=C1)F)C1CC2(C1)NC(N(C2=O)C2=CN=CC1=CC=CC=C21)=O 2-(2-chloro-5-fluorophenyl)-7-(isoquinolin-4-yl)-5,7-diazaspiro[3.4]octane-6,8-dione